N-(4-(4-amino-7-(1-methyl-1H-pyrazol-4-yl)-3-(4-((4-methylpyrimidin-2-yl)oxy)phenyl)thieno[3,2-c]pyridin-2-yl)-3-fluorophenyl)methacrylamide NC1=NC=C(C2=C1C(=C(S2)C2=C(C=C(C=C2)NC(C(=C)C)=O)F)C2=CC=C(C=C2)OC2=NC=CC(=N2)C)C=2C=NN(C2)C